tert-butyl N-(2-((7-(dimethoxymethyl)-1,2,3,4-tetrahydro-2,4-methylene-1,8-naphthyridin-4-yl)amino) ethyl)-N-methylcarbamate COC(C1=CC=C2C3(CC(NC2=N1)C3)NCCN(C(OC(C)(C)C)=O)C)OC